hydroxystilbeneamidine OC1=C(C(=CC=C1)C=CC1=CC=CC=C1)C(=N)N